ClC1=C(C=CC(=C1)C#N)NC([C@@](CN1N=CC(=C1)C#N)(C)O)=O (S)-N-(2-Chloro-4-Cyanophenyl)-3-(4-Cyano-1H-Pyrazol-1-Yl)-2-Hydroxy-2-Methylpropanamide